C12(CC3CC(CC(C1)C3)C2)OC(C=C)=O acrylic acid adamantyl ester